1-oxaspiro[3.5]non-6-en-7-yl trifluoromethanesulfonate FC(S(=O)(=O)OC1=CCC2(CCO2)CC1)(F)F